ClC1=NC=2N([C@H](C(NC2C(=N1)C)=O)C(C)(C)O)C (S)-2-chloro-7-(2-hydroxy-propan-2-yl)-4,8-dimethyl-7,8-dihydro-pteridin-6(5H)-one